2-hydroxy-5-amino-1,3,4-thiadiazole OC=1SC(=NN1)N